7-(5-bromo-2-pyridinyl)-2,7-diazaspiro[3.5]nonane-2-carboxylic acid tert-butyl ester C(C)(C)(C)OC(=O)N1CC2(C1)CCN(CC2)C2=NC=C(C=C2)Br